CC1(CN(CCO1)C(=O)O[C@@H]1CC[C@H](CC1)C(N(C[C@@H]1CC[C@H](CC1)C1=NC(=C(C=C1)OC)C)C1=NC=CC(=C1)C=1N=C(OC1)C1CC1)=O)C trans-4-((4-(2-Cyclopropyloxazol-4-yl) pyridin-2-yl)((trans-4-(5-methoxy-6-methylpyridin-2-yl)cyclohexyl)methyl) carbamoyl)cyclohexyl 2,2-dimethylmorpholine-4-carboxylate